3-[2-(1-Ethyl-4,6-difluoro-1,3-benzodiazol-5-yl)ethynyl]-5-[[2-(morpholin-4-yl)ethyl]amino]-1-[(3S)-1-(prop-2-enoyl)pyrrolidin-3-yl]pyrazole-4-carboxamid C(C)N1C=NC2=C1C=C(C(=C2F)C#CC2=NN(C(=C2C(=O)N)NCCN2CCOCC2)[C@@H]2CN(CC2)C(C=C)=O)F